FC=1C=C(C(=C(C(=O)OC)C1)C)[N+](=O)[O-] methyl 5-fluoro-2-methyl-3-nitrobenzoate